(R)-10-((((9H-fluoren-9-yl)methoxy)carbonyl)amino)-12-(2-(4-((tert-butoxycarbonyl)amino)-2-oxopyrimidin-1(2H)-yl)acetyl)-2,5,8-trioxa-12-azatetradecan-14-oic acid C1=CC=CC=2C3=CC=CC=C3C(C12)COC(=O)N[C@@H](COCCOCCOC)CN(CC(=O)O)C(CN1C(N=C(C=C1)NC(=O)OC(C)(C)C)=O)=O